OCC1(CN(C1)C1=C2C(=NC=C1)N(N=C2C2CN(C2)C(C(=C)F)=O)C2=CC=C(C=C2)OC(F)(F)F)CO 1-[3-[4-[3,3-bis(hydroxymethyl)azetidin-1-yl]-1-[4-(trifluoromethoxy)phenyl]pyrazolo[3,4-b]pyridin-3-yl]azetidin-1-yl]-2-fluoro-prop-2-en-1-one